ClC=1C=C(C=CC1F)C(N1C[C@@H](N(C[C@H]1C)C=1C=2N=C(N(C2N2C(N1)=NN=C2)C[C@H]2OCCC2)C)C)C2=CC=C(C=C2)Cl 4-((2S,5R)-4-((3-chloro-4-fluorophenyl)(4-chlorophenyl)methyl)-2,5-dimethylpiperazin-1-yl)-2-methyl-1-(((S)-tetrahydrofuran-2-yl)methyl)-1H-[1,2,4]triazolo[3,4-b]purine